BrC1=CC=C(C=C1)C1(COC1)NS(=O)C(C)(C)C N-(3-(4-bromophenyl)oxetan-3-yl)-2-Methylpropane-2-sulfinamide